C(CCCCCCCCCCCCCCCCC)C(C(=O)N)CCCCCC\C=C/CCCCCC stearyl-palmitoleic acid amide